ClC=1C(=CC(=C(C(=O)NC2=CC(=NC=C2)SC)C1)N1C[C@@H]2[C@H](C1)CC(C2)(F)F)C(F)(F)F 5-chloro-2-((3aR,6aS)-5,5-difluorohexahydrocyclopenta[c]pyrrol-2(1H)-yl)-N-(2-(methylthio)pyridin-4-yl)-4-(trifluoromethyl)benzamide